FC=1C(=NC=CC1C1=CN=C(N1)C1CCC2(CC=CC(N12)=O)[2H])CO 3-(5-(3-fluoro-2-(hydroxymethyl)pyridin-4-yl)-1H-imidazol-2-yl)-2,3,8,8a-tetrahydroindolizin-5(1H)-one-8a-d